FC1=C2C=CN(C2=C(C=C1)C(=O)NC1CC2(CCC2)C1)CC1=CC=C(C=C1)C1=CC(=C(C=C1)F)OC (Ra)-6-(4-Fluoro-1-((4'-fluoro-3'-methoxy-[1,1'-biphenyl]-4-yl)methyl)-1H-indol-7-carboxamido)spiro[3.3]heptan